10-(5-((1S,4S)-2-oxa-5-azabicyclo[2.2.1]heptan-5-yl)pentyl)-3,7-dibromo-10H-phenoxazine [C@@H]12OC[C@@H](N(C1)CCCCCN1C3=CC=C(C=C3OC=3C=C(C=CC13)Br)Br)C2